(Z)-N'-isobutyryl-3-(3-(3-(pentafluorosulfaneyl)-5-(trifluoromethyl)phenyl)-1H-1,2,4-triazol-1-yl)acrylohydrazide C(C(C)C)(=O)NNC(\C=C/N1N=C(N=C1)C1=CC(=CC(=C1)C(F)(F)F)S(F)(F)(F)(F)F)=O